FC1=NC(=C(C=C1F)Cl)F 2,3,6-trifluoro-5-chloropyridine